NC=1C(=NC(=CN1)C1=CC=C(C=C1)S(=O)(=O)C(C)C)C1=CC(=NO1)C1=CC=CC=C1 4-(5-(3-amino-6-(4-(isopropylsulfonyl)phenyl)pyrazin-2-yl)isoxazol-3-yl)benzene